OC1=C(C=C(C=C1Br)CC1=CC(=C(C(=C1)Br)O)Br)Br bis-(4-hydroxy-3,5-dibromophenyl)methane